FC(C=CC(F)(F)F)(F)F 1,1,1,4,4,4-Hexafluoro-2-Buten